C1(CC1)CC1=NN=C2N1C=CC(=C2C(F)(F)F)OC2CCC(CC2)(OC([2H])([2H])[2H])C2=CC=C(C=C2)F 3-(cyclopropylmethyl)-7-((1s,4s)-4-(4-fluorophenyl)-4-(methoxy-d3)cyclohexyloxy)-8-(trifluoromethyl)-[1,2,4]triazolo[4,3-a]pyridine